ClC=1C=2N(C=C(C1)C(F)(F)F)C=C(N2)C(=O)O 8-chloro-6-(trifluoromethyl)imidazo[1,2-A]pyridine-2-carboxylic acid